cis-1,4-cyclohexanedimethanol [C@H]1(CC[C@@H](CC1)CO)CO